C(CCCCCCCC(=O)Cl)(=O)Cl azelayl chloride